(2R,5S*)-7-chloro-2-ethyl-4-(4-methoxyphenylmethyl)-5-methyl-2,3,4,5-tetrahydropyrido[2,3-f][1,4]oxazepine ClC=1C=CC2=C([C@@H](N(C[C@H](O2)CC)CC2=CC=C(C=C2)OC)C)N1 |o1:6|